2-[4-[3-[1-(5-ethoxypyrimidin-2-yl)-4-piperidyl]propoxy]-2-fluoro-phenyl]-1-[(3S)-3-[[[(2S,3R,4R,5R)-2,3,4,5,6-pentahydroxyhexyl]amino]methyl]-pyrrolidin-1-yl]ethanone C(C)OC=1C=NC(=NC1)N1CCC(CC1)CCCOC1=CC(=C(C=C1)CC(=O)N1C[C@@H](CC1)CNC[C@@H]([C@H]([C@@H]([C@@H](CO)O)O)O)O)F